2-(cyclohex-1-enyl)-4,10-dihydrobenzo[f]pyrazolo[5,1-c][1,4]oxazepine-8-carbonitrile C1(=CCCCC1)C1=NN2C(COC3=C(C2)C=C(C=C3)C#N)=C1